NCC=1C=C(C=CC1)C=1N=C2SC3=C(N2C1)C=CC(=C3)C(=O)NCCCN(CC)CC 2-(3-(aminomethyl)phenyl)-N-(3-(diethylamino)propyl)benzo[d]imidazo[2,1-b]thiazole-7-carboxamide